(2,3-dihydro-1H-pyrrolo[2,3-c]pyridin-1-yl)(3-(1',2'-dihydrospiro[cyclopropane-1,3'-pyrrolo[2,3-b]pyridin]-5'-yl)-2-fluorophenyl)methanone N1(CCC=2C1=CN=CC2)C(=O)C2=C(C(=CC=C2)C=2C=C1C(=NC2)NCC12CC2)F